FC1=C(N=CC2=C1N=C(N=C2N2CC1(CC(N1)=O)CCC2)OCC21CCCN1CCC2)C=2C=C1C=C3C=C4C=CC=C(C4=CC3=CC1=CC2)C#N 8-(8-fluoro-2-((hexahydro-1H-pyrrolizin-7a-yl)methoxy)-4-(2-oxo-1,6-diazaspiro[3.5]non-6-yl)pyrido[4,3-d]pyrimidin-7-yl)-1-naphthacenecarbonitrile